FC([C@H](CN)N)(F)F (S)-3,3,3-trifluoropropane-1,2-diamine